7-chloro-4-(2-(1-(6-(4,5-dimethyl-1H-imidazol-1-yl)pyridin-3-yl)ethylidene)hydrazineyl)quinoline ClC1=CC=C2C(=CC=NC2=C1)NN=C(C)C=1C=NC(=CC1)N1C=NC(=C1C)C